C(C)OC(=O)C=1OC2=C(C1C)C=C(C=C2)S(N(CCC2=CC=CC=C2)CC2=CC=C(C=C2)C(=O)OC(C)(C)C)(=O)=O 3-Methyl-5-(N-(4-(tert-Butoxycarbonyl)benzyl)-N-phenethylsulfamoyl)benzofuran-2-carboxylic acid ethyl ester